O1N=C(N=C1)C1NCC(N(C1)C(=O)N)C=1C=NC=CC1 5-(1,2,4-oxadiazolyl)(3-pyridyl)piperazinecarboxamide